N,N-dimethyl-3-oxo-3-(thiophen-2-yl)propanesulfenamide CN(SCCC(C=1SC=CC1)=O)C